OC=1C=C(C=2N(C1)N=CC2C#N)C=2C=NC(=CC2)N2CC1N(C(C2)C1)CC=1C=NC(=CC1)OC 6-hydroxy-4-(6-(6-((6-methoxypyridin-3-yl)methyl)-3,6-diazabicyclo[3.1.1]heptan-3-yl)pyridin-3-yl)pyrazolo[1,5-a]pyridin-3-carbonitrile